1-phenyl-2-propenyl-palladium (II) C1(=CC=CC=C1)C(C=C)[Pd+]